2,5-Dioxopyrrolidin-1-yl-3-(4-(2,5-dioxo-2,5-dihydro-1H-pyrrol-1-yl)phenyl)propanoate O=C1N(C(CC1)=O)C(C(=O)[O-])CC1=CC=C(C=C1)N1C(C=CC1=O)=O